C=1C=COC=2C1C1=C3C(C=CC1=CC2)=C2C=CC=CC2=C3 INDENONAPHTHOPYRANE